Br[C@@]1(C[C@H](N(C1)C(=O)[O-])C(=O)OC)C(=O)OC 2,4-dimethyl (2S,4R)-4-bromopyrrolidine-1,2,4-tricarboxylate